2-(2-methoxy-3-nitrobenzoyl)hydrazine-1-carboxylate COC1=C(C(=O)NNC(=O)[O-])C=CC=C1[N+](=O)[O-]